(+/-)-1-(7-(2-cyanophenyl)-3,3-difluoro-5-phenyl-2,3,4,5-tetrahydrobenzo[b]oxepin-9-yl)-3-(p-tolyl)urea C(#N)C1=C(C=CC=C1)C1=CC2=C(OCC(C[C@@H]2C2=CC=CC=C2)(F)F)C(=C1)NC(=O)NC1=CC=C(C=C1)C |r|